2-methoxyethyl (1S,2R,5R)-2-(hydroxycarbamoyl)-3-((4-(4-methoxybenzyl)piperazin-1-yl)sulfonyl)-3,8-diazabicyclo[3.2.1]octane-8-carboxylate ONC(=O)[C@H]1[C@@H]2CC[C@H](CN1S(=O)(=O)N1CCN(CC1)CC1=CC=C(C=C1)OC)N2C(=O)OCCOC